6-[(4,4,5,5-tetramethyl-1,3,2-dioxaborolan-2-yl)methylene]-2-azaspiro[3.3]heptane-2-carboxylic acid tert-butyl ester C(C)(C)(C)OC(=O)N1CC2(C1)CC(C2)=CB2OC(C(O2)(C)C)(C)C